[Si](C)(C)(C(C)(C)C)OC1=CC=C(C=C1)NC1=C(N(C(=C1)C#N)C)CCCOC1=C2CCN(CC2=CC=C1)C(=O)OC(C)(C)C tert-Butyl 5-(3-{3-[(4-{[tert-butyl(dimethyl)silyl]oxy}phenyl)amino]-5-cyano-1-methyl-1H-pyrrol-2-yl}propoxy)-3,4-dihydroisoquinoline-2(1H)-carboxylate